N1=C(C=CC=C1)SSCCC1=CC=C(C(=O)ON2C(CCC2=O)=O)C=C1 2,5-dioxopyrrolidin-yl 4-((pyridin-2-yldisulfanyl)ethyl)benzoate